(2,6-dichloropyridin-4-yl)methyl (S)-2-(methylamino)-5-ureidopentanoate CN[C@H](C(=O)OCC1=CC(=NC(=C1)Cl)Cl)CCCNC(=O)N